1,5-dihydroxy-2(S)-benzyloxy-3-oxa-pentane OC[C@H](OCCO)OCC1=CC=CC=C1